[Na].FC1=CC(=C(C(=C1)C(C)C)NC(=O)NS(=O)(=O)C1=NN(C(=C1)C(=O)N(C)C)C)C1=CC(=NC=C1)OC(C)C 3-(N-((4-fluoro-2-(2-isopropoxypyridin-4-yl)-6-isopropyl-phenyl)carbamoyl)sulfamoyl)-N,N,1-trimethyl-1H-pyrazole-5-carboxamide sodium salt